(S)-4-(2-(4-(5-chloro-2-(2-hydroxyacetyl)phenyl)-3-methoxy-6-oxopyridazin-1(6H)-yl)-3-phenylpropanamido)benzoic acid ClC=1C=CC(=C(C1)C=1C(=NN(C(C1)=O)[C@H](C(=O)NC1=CC=C(C(=O)O)C=C1)CC1=CC=CC=C1)OC)C(CO)=O